C(C)(CC)C1=CC(=NC=C1)C(=O)NC=1C=NC(=C(C1)C=1C=NC2=CC(=NC=C2C1)NC)C 4-(sec-butyl)-N-(6-methyl-5-(7-(methylamino)-1,6-naphthyridin-3-yl)pyridin-3-yl)picolinamide